ClC1=C(C=CC=C1Cl)C1=C(N=C(C(=N1)C(=O)N)N1CCC2(CC1)[C@@H](C1=CC=CC=C1C2)N[S@](=O)C(C)(C)C)C 6-(2,3-dichlorophenyl)-3-((S)-1-((R)-1,1-dimethylethylsulfinamido)-1,3-dihydrospiro[indene-2,4'-piperidin]-1'-yl)-5-methylpyrazine-2-carboxamide